3-fluoro-4-(methylsulfonyl)aniline FC=1C=C(N)C=CC1S(=O)(=O)C